C(C)C1C(N(C(C1)CCC(O)C1=CC(=CC=C1)F)S(=O)(=O)C1=CC=C(C=C1)C)=O 3-ethyl-5-[3-(3-fluorophenyl)-3-hydroxy-propyl](p-tolylsulfonyl)pyrrolidin-2-one